C(C)(=O)OC1=C(C=C(C=C1)Cl)NC=1SC2=C(N1)C=CC(=C2)C(F)(F)F 4-chloro-2-[(6-trifluoromethyl-2-benzothiazolyl) amino]-phenyl acetate